C(CCCCCCCCCCCCCCCCC)OC(CCC1=CC(=C(C(=C1)C(C)(C)C)O)C(C)(C)C)=O stearyl-β-(3,5-dit-butyl-4-hydroxyphenyl)propionate